4-(prop-2-enoylamino)thiophene-2-carboxamide C(C=C)(=O)NC=1C=C(SC1)C(=O)N